5-(benzyloxy)-4-(((3S,4R)-1-((2-cyano-4-(trifluoromethyl)phenyl)sulfonyl)-4-hydroxy-4-(hydroxymethyl)pyrrolidin-3-yl)oxy)-2-fluorobenzonitrile C(C1=CC=CC=C1)OC=1C(=CC(=C(C#N)C1)F)O[C@H]1CN(C[C@]1(CO)O)S(=O)(=O)C1=C(C=C(C=C1)C(F)(F)F)C#N